C(#N)C1=CC2=C(N(C(=N2)NC(=O)C=2C(=NOC2C)C)CCC2=CC=C(C=C2)P(O)(O)=O)C=C1 (4-(2-(5-cyano-2-(3,5-dimethylisoxazole-4-carboxamido)-1H-benzo[d]imidazol-1-yl)ethyl)phenyl)phosphonic acid